4-[1-(difluoromethyl)pyrazol-3-yl]-6-[(3R)-3-(methylamino)pyrrolidin-1-yl]pyrimidin-2-amine dihydrochloride Cl.Cl.FC(N1N=C(C=C1)C1=NC(=NC(=C1)N1C[C@@H](CC1)NC)N)F